FC1=C(C=CC=C1)C=1C=C(NC1)C1=CC2=C(N(N=N2)C(C)C)C=C1 5-[4-(2-fluorophenyl)-1H-pyrrol-2-yl]-1-(propan-2-yl)-1H-1,2,3-benzotriazole